monotriphenylphosphine silver (I) monobromide [Ag]Br.C1(=CC=CC=C1)P(C1=CC=CC=C1)C1=CC=CC=C1